calcium xylonate O=C([C@H](O)[C@@H](O)[C@H](O)CO)[O-].[Ca+2].O=C([C@H](O)[C@@H](O)[C@H](O)CO)[O-]